CC1(C(=CCO1)S(=O)(=O)C1=CC=C(C)C=C1)C1=CC=CC=C1 5-methyl-5-phenyl-4-tosylfuran